N-(5-(7-(2-cyanoethyl)benzo[d]oxazol-2-yl)-8-(methylamino)-2,7-naphthyridin-3-yl)cyclopropanecarboxamide C(#N)CCC1=CC=CC=2N=C(OC21)C2=C1C=C(N=CC1=C(N=C2)NC)NC(=O)C2CC2